26-oxo-2,5,8,11,14,17,20,23-octaoxa-27-azanonacosane-29-oic acid O=C(CCOCCOCCOCCOCCOCCOCCOCCOC)NCC(=O)O